C1(C=2C(C(N1C(CC1=NOC(O1)=O)C)=O)=CC=CC2)=O 3-(2-phthalimidopropyl)-1,4,2-dioxazol-5-one